OCC=1C=C(C=CC1)B(O)O [3-(hydroxymethyl)phenyl]boronic acid